fluorenyl-cyano-indene C1(=CC=CC=2C3=CC=CC=C3CC12)C=1C(C2=CC=CC=C2C1)C#N